2-[2-hydroxy-3-tert-butyl-5-(methacryloyloxyethyl)phenyl]-2H-benzotriazole OC1=C(C=C(C=C1C(C)(C)C)CCOC(C(=C)C)=O)N1N=C2C(=N1)C=CC=C2